2-(3,4-difluorophenyl)-2-methyl-oxirane tert-butyl-(2S,4R)-2-((1H-pyrazol-1-yl)methyl)-4-(5-(3-(trifluoromethoxy)phenyl)oxazole-2-carboxamido)pyrrolidine-1-carboxylate C(C)(C)(C)OC(=O)N1[C@@H](C[C@H](C1)NC(=O)C=1OC(=CN1)C1=CC(=CC=C1)OC(F)(F)F)CN1N=CC=C1.FC=1C=C(C=CC1F)C1(OC1)C